FC1=C(NC2=C(C=C(C=3N2C=NC3)C=O)C(=O)OC)C=CC(=C1)I Methyl 5-(2-fluoro-4-iodoanilino)-8-formylimidazo[1,5-a]pyridine-6-carboxylate